N-((5-(4-chlorophenyl)-1,2,4-oxadiazol-3-yl)methyl)-1,5,7-trimethyl-4-oxo-4,5-dihydro-1H-pyrazolo[4,3-c]pyridine-3-carboxamide ClC1=CC=C(C=C1)C1=NC(=NO1)CNC(=O)C1=NN(C2=C1C(N(C=C2C)C)=O)C